OC1=C(C=C(C2=CC=CC=C12)S(=O)(=O)[O-])N=NC1=CC=C(C2=CC=CC=C12)S(=O)(=O)O.[Na+].[Na+].OC1=C(C=C(C2=CC=CC=C12)S(=O)(=O)[O-])N=NC1=CC=C(C2=CC=CC=C12)S(=O)(=O)O disodium 4-hydroxy-3-[(4-sulfo-1-naphthalenyl)azo]-1-naphthalenesulfonate